1-methyl-2-(2-chlorophenyl)cyclopropane CC1C(C1)C1=C(C=CC=C1)Cl